ClC=1C=C(C2=C([C@@H](CO2)O)C1)S(=O)(=O)NC1=C(C(=C(C=C1)F)C=1C=C2C=NC(=NC2=C(C1)CC)NC1CCN(CC1)C(C)C)F (3S)-5-chloro-N-(3-{8-ethyl-2-[(1-isopropylpiperidin-4-yl)amino]quinazolin-6-yl}-2,4-difluorophenyl)-3-hydroxy-2,3-dihydro-1-benzofuran-7-sulfonamide